C(C)N1C(CC[C@@]2(C3C(CC=C12)C1CCC([C@]1(C[C@]3(C)O)C)C3(OCCO3)C)C)=O (4aR,5S,6aS)-1-ethyl-5-hydroxy-4a,5,6a-trimethyl-7-(2-methyl-1,3-dioxolan-2-yl)-1,3,4,4a,4b,5,6,6a,7,8,9,9a,9b,10-tetradecahydro-2H-indeno[5,4-f]-quinolin-2-one